BrC1CCC(CC1)C#N 1-bromo-4-cyanocyclohexane